17-hydroxy-11-[3,4-(methylenedioxy)phenyl]-17-(1-propyn-1-yl)estra-4,9-dien-3-one OC1([C@]2(C)[C@@H](CC1)[C@@H]1CCC3=CC(CCC3=C1C(C2)C2=CC1=C(C=C2)OCO1)=O)C#CC